4-(trifluoromethyl)-N-methylaniline FC(C1=CC=C(NC)C=C1)(F)F